ClC1=C(C=2N=C(N=C3C2C(=N1)OCCN3C(C)C3=C(C=CC=C3)NC(OC(C)(C)C)=O)SC)F tert-butyl (2-(1-(5-chloro-4-fluoro-2-(methylthio)-8,9-dihydro-10H-7-oxa-1,3,6,10-tetraazacyclohepta[de]naphthalen-10-yl)ethyl)phenyl)carbamate